N1=CC(=CC=C1)C(C)N1CCNCC1 4-(1-(pyridin-3-yl)ethyl)piperazin